N-[(1R)-1-cyclohexyl-2-[4-[[1-[2-[4-[2-fluoro-5-[(4-oxo-3H-phthalazin-1-yl)methyl]benzoyl]piperazin-1-yl]-2-oxo-ethyl]-4-piperidyl]oxy]-1-piperidyl]-2-oxo-ethyl]acetamide C1(CCCCC1)[C@H](C(=O)N1CCC(CC1)OC1CCN(CC1)CC(=O)N1CCN(CC1)C(C1=C(C=CC(=C1)CC1=NNC(C2=CC=CC=C12)=O)F)=O)NC(C)=O